7-benzyl-3-(2-methylbenzyl)-2,3,6,7,8,9-hexahydroimidazo[1,2-a]pyrido[3,4-e]pyrimidin-5(1H)-one C(C1=CC=CC=C1)N1CC=2C(N=C3N(C2CC1)CCN3CC3=C(C=CC=C3)C)=O